2-((5-(4-((5-cyclopropyl-1H-pyrazol-3-yl)amino)quinazolin-2-yl)-2,5-diazabicyclo[2.2.1]heptan-2-yl)sulfonyl)benzonitrile C1(CC1)C1=CC(=NN1)NC1=NC(=NC2=CC=CC=C12)N1C2CN(C(C1)C2)S(=O)(=O)C2=C(C#N)C=CC=C2